FC(CN1N=CC=2C1=NC(=CN2)N2CC1(CN(C1)C(=O)[O-])CC2)F 6-(1-(2,2-difluoroethyl)-1H-pyrazolo[3,4-b]pyrazin-6-yl)-2,6-diazaspiro[3.4]octane-2-carboxylate